C1COCCN1CCS(=O)(=O)[O-].[Na+] morpholinoethanesulfonic acid sodium salt